C(CCCCCC=C)C(C(=O)OC(CCCCC1NCCC2=CC(=C(C=C12)OC)OC)C1=C(C=C(C=C1)OC)OC)C 5-(6,7-dimethoxy-1,2,3,4-tetrahydroisoquinolinyl)-1-(2,4-dimethoxyphenyl)pentanol 7-octenyl-propionate